Diphenyl cyclohexane-1,4-dicarboxylate C1(CCC(CC1)C(=O)OC1=CC=CC=C1)C(=O)OC1=CC=CC=C1